4-((2-cyanophenyl)thio)-6-(1-cyclobutyl-1H-pyrazol-4-yl)pyrazolo[1,5-a]pyridine-3-carbonitrile C(#N)C1=C(C=CC=C1)SC=1C=2N(C=C(C1)C=1C=NN(C1)C1CCC1)N=CC2C#N